C(C)(C)C1=C(NC2=CC=C(C=C12)C1CCN(CC1)C(=O)C=1N=CSC1)C1=C2C(=NC=C1)NN=C2 (4-(3-isopropyl-2-(1H-pyrazolo[3,4-b]pyridin-4-yl)-1H-indol-5-yl)piperidin-1-yl)(thiazol-4-yl)methanone